(1S,3S)-3-((2-methyl-6-(1-methyl-5-(((((1-propylcyclopropyl)methoxy)carbonyl)amino)methyl)-1H-1,2,3-triazol-4-yl)pyridin-3-yl)oxy)cyclohexane-1-carboxylic acid CC1=NC(=CC=C1O[C@@H]1C[C@H](CCC1)C(=O)O)C=1N=NN(C1CNC(=O)OCC1(CC1)CCC)C